(4'-(methanesulfonyl)-[1,1'-biphenyl]-4-sulfonyl)-N-phenylpiperidine-3-carboxamide CS(=O)(=O)C1=CC=C(C=C1)C1=CC=C(C=C1)S(=O)(=O)N1CC(CCC1)C(=O)NC1=CC=CC=C1